racemic-8,10-difluoro-1-(methylamino)-2,3,4,5-tetrahydro-1H-phenanthridin-6-one FC=1C=C2C(NC=3CCC[C@H](C3C2=C(C1)F)NC)=O |r|